methyl 2-(chloromethyl)-6-cyclopropylimidazo[1,2-a]pyridine-8-carboxylate hydrochloride Cl.ClCC=1N=C2N(C=C(C=C2C(=O)OC)C2CC2)C1